cis-N1-methyl-N4-(5-(quinolin-6-yl)pyrrolo[2,1-f][1,2,4]triazin-2-yl)cyclohexane-1,4-diamine CN[C@@H]1CC[C@@H](CC1)NC1=NN2C(C=N1)=C(C=C2)C=2C=C1C=CC=NC1=CC2